[K].C(C([2H])([2H])[2H])(N1CCC(CC1)S(=O)(=O)NC(NC1=C2CCCC2=CC=2CCCC12)=O)([2H])[2H] 1-(Ethyl-d5)-N-((1,2,3,5,6,7-hexahydro-s-indacen-4-yl)carbamoyl)piperidine-4-sulfonamide, Potassium Salt